(5,6-difluoro-1H-indol-3-yl)-5-(4-methoxyphenyl)isoindoline-2-carboxamide FC=1C=C2C(=CNC2=CC1F)C1N(CC2=CC(=CC=C12)C1=CC=C(C=C1)OC)C(=O)N